(R)-N-(2-(1-(3-chloro-4-((3,5-difluoropyridin-2-yl)methoxy-d2)-5',6-dimethyl-2-carbonyl-2H-[1,4'-bipyridin]-2'-yl)-4-fluoro-1H-pyrazol-3-yl)propan-2-yl)cyclopropanecarboxamide ClC=1C(N(C(=CC1OC([2H])([2H])C1=NC=C(C=C1F)F)C)C1=CC(=NC=C1C)N1N=C(C(=C1)F)C(C)(C)NC(=O)C1CC1)=C=O